5-amino-8-(2,6-dimethyl-4-pyridinyl)-2-[2-[3-(3-methyl-5-oxo-4H-pyrazol-1-yl)anilino]ethyl]-7-phenyl-[1,2,4]triazolo[4,3-c]pyrimidin-3-one NC1=NC(=C(C=2N1C(N(N2)CCNC2=CC(=CC=C2)N2N=C(CC2=O)C)=O)C2=CC(=NC(=C2)C)C)C2=CC=CC=C2